methyl 3,4-difluorobenzoate FC=1C=C(C(=O)OC)C=CC1F